tert-butyl (2-oxo-2-((6-(3-(pyridin-4-yl)phenyl)pyridin-2-yl)amino)ethyl)carbamate O=C(CNC(OC(C)(C)C)=O)NC1=NC(=CC=C1)C1=CC(=CC=C1)C1=CC=NC=C1